N1N=CC=2C1=C(N=CC2)C=O 1H-PYRAZOLO[3,4-C]PYRIDINE-7-CARBOXALDEHYDE